(1R,2R)-2-fluoro-N-(6-(3-((6-(1-hydroxypropyl)-4-methylpyridin-3-yl)amino)pyrazin-2-yl)pyrimidin-4-yl)cyclopropane-1-carboxamide F[C@H]1[C@H](C1)C(=O)NC1=NC=NC(=C1)C1=NC=CN=C1NC=1C=NC(=CC1C)C(CC)O